3-(2-butyne-1-yl)-3H-diazol-3-ethanol C(C#CC)C1(N=NC=C1)CCO